(2-methyl-quinoline-5-sulfonyl)-4-phenyloxolane-2-carboxamide CC1=NC=2C=CC=C(C2C=C1)S(=O)(=O)C1(OCC(C1)C1=CC=CC=C1)C(=O)N